L-Carnitine L-tartrate C(=O)(O)[C@H](O)[C@@H](O)C(=O)O.O[C@@H](C[N+](C)(C)C)CC([O-])=O